CN(C=CC(=O)C=1C=NC(=CC1)C)C 3-(dimethylamino)-1-(6-methylpyridin-3-yl)prop-2-en-1-one